4-chloro-2-methylsulfonyl-pyrimidine ClC1=NC(=NC=C1)S(=O)(=O)C